tert-butyl 4-(8-(2-((2-chloro-4-(trifluoromethyl)phenyl)amino)-2-oxoethyl)-7-ethyl-2-methyl-5-oxo-5,8-dihydropyrido[2,3-b]thieno[3,2-e]pyrazin-6-yl)piperazine-1-carboxylate ClC1=C(C=CC(=C1)C(F)(F)F)NC(CN1C(=C(C(C=2C1=NC1=C(N2)C=C(S1)C)=O)N1CCN(CC1)C(=O)OC(C)(C)C)CC)=O